germanium-selenium-arsenic [As].[Se].[Ge]